SCC1=CC=C(C=C1)CS 1,4-dimercaptomethylbenzene